C1([C@H](O)[C@@H](O)[C@@H](O)[C@H](O1)CO)O[C@H]1[C@@H]([C@H](C(O)O[C@@H]1CO)O)O D-galactopyranosyl-(1→4)D-glucopyranose